FC1=C(C=CC(=C1C=C)OCCCO)C=1C(CC(NN1)=O)C 6-[2-fluoro-4-(3-hydroxypropoxy)-3-vinylphenyl]-5-methyl-4,5-dihydro-2H-pyridazin-3-one